4-(1,5-dimethyl-1H-pyrazol-3-yl)-1,2,3,6-tetrahydropyridine hydrochloride Cl.CN1N=C(C=C1C)C=1CCNCC1